FC1=CC=C(C=C1)OB([O-])[O-].C1(=CC=CC=C1)[P+](C1=CC=CC=C1)(C1=CC=CC=C1)C1=CC=CC=C1.C1(=CC=CC=C1)[P+](C1=CC=CC=C1)(C1=CC=CC=C1)C1=CC=CC=C1 tetraphenylphosphonium (4-fluorophenyl)borate